[Br-].O1CCOC12CCC(CC2)C(C[Zn+])C [2-(1,4-dioxaspiro[4.5]dec-8-yl)propyl]zinc bromide